BrC1=CC=C(C2=CC=CC=C12)C1=NC(=NO1)C1=CC=C(C=C1)OCCN1CCCCC1 (4-bromonaphthalen-1-yl)-3-(4-(2-(piperidin-1-yl)ethoxy)phenyl)-1,2,4-oxadiazole